BrC=1C=CC2=C(N=C(O2)[C@@H](C2CCC(CC2)(F)F)NC(OCC2=CC=CC=C2)=O)C1 Benzyl (R)-((5-bromobenzo[d]oxazol-2-yl)(4,4-difluorocyclohexyl)methyl)-carbamate